N-(4-sulfobutyl)-saccharin sodium [Na].S(=O)(=O)(O)CCCCN1S(=O)(=O)C2=CC=CC=C2C1=O